N1C=CC2=CC=C(C=C12)NC1=NC2=CC(=CC=C2C=N1)C(F)(F)F N-(1H-indol-6-yl)-7-(trifluoromethyl)quinazolin-2-amine